(+)-N-[4-amino-2-cyclopropyl-4-oxobutan-2-yl]-4-cyclopropyl-3-(2,2,2-trifluoroethoxy)benzamide NC(CC(C)(C1CC1)NC(C1=CC(=C(C=C1)C1CC1)OCC(F)(F)F)=O)=O